pyrimidine-2,5-dicarboxylic acid dichloride N1=C(N=CC(=C1)C(=O)Cl)C(=O)Cl